C(C)C1=CC=2C3(OCCC2S1)CC1(N(CC3)CC=3C=NN(C3)C)CCC1 2''-ethyl-1'-((1-methyl-1H-pyrazol-4-yl)methyl)-6'',7''-dihydrodispiro[cyclobutane-1,2'-piperidine-4',4''-thieno[3,2-c]pyran]